2-(5-aminopyridine-2-yl)-1-phenyl-benzimidazole NC=1C=CC(=NC1)C1=NC2=C(N1C1=CC=CC=C1)C=CC=C2